C(C1CO1)C1CCCCC1 Glycidylcyclohexane